ClC=1C(=C(C=CC1OC[C@H]1OCCCC1)NC=1C2=C(N=CN1)C=CC(=N2)O[C@@H]2CNCC2)F N-[3-chloro-2-fluoro-4-[[(2S)-tetrahydropyran-2-yl]methoxy]phenyl]-6-[(3S)-pyrrolidin-3-yl]oxy-pyrido[3,2-d]pyrimidin-4-amine